The molecule is an enoate ester obtained by formal condensation of the hydroxy function of (1R,2S,3S,4S)-4-formyl-2-methoxy-3-[(2E)-6-methylhept-2-en-2-yl]cyclohexanol with the carboxy group of 4-methoxycinnamic acid. It has a role as an angiogenesis inhibitor. It is an enoate ester and an aldehyde. It derives from a fumagalone, a (1S,2S,3S)-3-methoxy-2-[(2E)-6-methylhept-2-en-2-yl]-4-oxocyclohexanecarbaldehyde and a 4-methoxycinnamic acid. CC(C)CC/C=C(\\C)/[C@@H]1[C@H](CC[C@H]([C@H]1OC)OC(=O)/C=C/C2=CC=C(C=C2)OC)C=O